OC1C(CC2CC([C@H]3[C@@H]4CC[C@H]([C@@H](CCC(=O)O)C)[C@]4(C(C[C@@H]3[C@]2(C1)C)O)C)O)O 2,3,7,12-tetrahydroxy-cholan-24-oic acid